4-(benzofuran-5-ylmethyl)-3-oxo-3,4-dihydro-2H-benzo[b][1,4]thiazine-7-carboxylic acid O1C=CC2=C1C=CC(=C2)CN2C1=C(SCC2=O)C=C(C=C1)C(=O)O